1-(2-(2-((phenylmethyl)sulfonamido)-4-(4-(4-((6-(trifluoromethyl)pyridazin-3-yl)oxy)phenyl)-piperidine-1-carbonyl)phenoxy)ethyl)pyrrolidin-1-ium chloride [Cl-].C1(=CC=CC=C1)CS(=O)(=O)NC1=C(OCC[NH+]2CCCC2)C=CC(=C1)C(=O)N1CCC(CC1)C1=CC=C(C=C1)OC=1N=NC(=CC1)C(F)(F)F